2-[7-(4-fluoro-2-methanesulfonyl-phenoxy)-2-azaspiro[3.5]nonane-2-carbonyl]-7-oxa-2,5-diazaspiro[3.4]octan-6-one FC1=CC(=C(OC2CCC3(CN(C3)C(=O)N3CC4(C3)NC(OC4)=O)CC2)C=C1)S(=O)(=O)C